ethyl 2,2-dimethyl-8-nitro-3,4-dihydro-1H-quinoline-6-carboxylate CC1(NC2=C(C=C(C=C2CC1)C(=O)OCC)[N+](=O)[O-])C